N[C@H](C=1C=C(C#N)C=CC1)C1=CC(=C(C=C1)F)N |r| racemic-3-(amino(3-amino-4-fluorophenyl)methyl)benzonitrile